6-((3-(2-acetamidoethyl)-1H-indol-5-yl)oxy)-6-oxohexanoic acid C(C)(=O)NCCC1=CNC2=CC=C(C=C12)OC(CCCCC(=O)O)=O